1-[(6AR)-4-chloro-3-(2-chloro-6-hydroxyphenyl)-2-ethynyl-6a,7,9,10-tetrahydro-12H-pyrazino[2,1-c]pyrido[2,3-f][1,4]oxazepin-8(6H)-yl]prop-2-en-1-one ClC1=C(C(=NC=2CN3[C@@H](COC21)CN(CC3)C(C=C)=O)C#C)C3=C(C=CC=C3O)Cl